5-methoxy-4-((2-(4-(methoxycarbonyl)phenyl)-4-(pyridazin-3-yl)piperidin-1-yl)methyl)-7-methyl-1H-indole-1-carboxylic acid tert-butyl ester C(C)(C)(C)OC(=O)N1C=CC2=C(C(=CC(=C12)C)OC)CN1C(CC(CC1)C=1N=NC=CC1)C1=CC=C(C=C1)C(=O)OC